C(#N)C1=CNC2=C(C=CC(=C12)C)NS(=O)(=O)C=1C=NN(C1)C[C@H](CO)C N-(3-cyano-4-methyl-1H-indol-7-yl)-1-[(2R)-3-hydroxy-2-methyl-propyl]pyrazole-4-sulfonamide